[Br-].O(C1=CC=CC=C1)C(CP)OC1=CC=CC=C1 diphenoxyethyl-phosphine bromide